C(C)(C)(C)OC(=O)N1C(CNC(C1)F)C1=C(C=CC=C1)CNNS(=O)(=O)CC1=CC=CC=C1 5-fluoro-2-(((2-toluenesulfonylhydrazino)methyl)phenyl)piperazine-1-carboxylic acid tert-butyl ester